CN(C=1C(=NC=CC1)NC(=S)NC(=N)C1=NC=CC2=C1CN(C2)C(=O)OC(C)(C)C)C tert-butyl 4-(N-((3-(dimethylamino)pyridin-2-yl)carbamothioyl)carbamimidoyl)-1H-pyrrolo[3,4-c]pyridine-2(3H)-carboxylate